COC=1C(=CC=2C3=C(C=NC2C1)C=NN3CC3CN(C3)S(=O)(=O)N)OC 3-((7,8-dimethoxy-1H-pyrazolo[4,3-c]quinolin-1-yl)methyl)azetidine-1-sulfonamide